(1S)-2-methyl-1-(6-(2-methyl-2H-pyrazolo[3,4-b]pyridin-5-yl)thieno[2,3-b]pyridin-2-yl)-1-propanol CC([C@H](O)C1=CC=2C(=NC(=CC2)C2=CC=3C(N=C2)=NN(C3)C)S1)C